((1r,5r)-2,6-dioxabicyclo[3.2.1]oct-1-yl)-7-isopropoxyimidazo[1,2-a]pyrimidine-6-carboxylic acid [C@]12(OCC[C@@H](OC1)C2)C=2N=C1N(C=C(C(=N1)OC(C)C)C(=O)O)C2